N[C@]1(CN(C[C@@H]1CCCB(O)O)C=1C=NC=CC1C)C(=O)O (3R,4S)-3-amino-4-(3-boronopropyl)-1-(4-methylpyridin-3-yl)pyrrolidine-3-carboxylic acid